pyrido[2',3':4,5]pyrimido[1,2-a]indole-5,11-dione N1=CC=CC2=C1N=C1N(C=3C=CC=CC3C1=O)C2=O